5-(5-(5-bromothiophen-3-yl)-1-propionyl-4,5-dihydro-1H-pyrazol-3-yl)-4-methylthiophene BrC1=CC(=CS1)C1CC(=NN1C(CC)=O)C1=C(C=CS1)C